N-[5-(2,6-difluoro-4-methoxyphenyl)-1-methyl-3-oxo-2-[3-(trifluoromethyl)-6-[2-(trifluoromethyl)pyrrolidin-1-yl]pyridin-2-yl]-2,3-dihydro-1H-pyrazol-4-yl]-4-(difluoromethoxy)benzamide FC1=C(C(=CC(=C1)OC)F)C1=C(C(N(N1C)C1=NC(=CC=C1C(F)(F)F)N1C(CCC1)C(F)(F)F)=O)NC(C1=CC=C(C=C1)OC(F)F)=O